2-(trifluoromethyl)-pyridine-3-carboxylic acid FC(C1=NC=CC=C1C(=O)O)(F)F